tert-butyl (1-(2-((1-(2-(2,6-dioxopiperidin-3-yl)-1,3-dioxoisoindolin-4-yl)piperidin-4-yl)oxy)acetyl)piperidin-4-yl)carbamate O=C1NC(CCC1N1C(C2=CC=CC(=C2C1=O)N1CCC(CC1)OCC(=O)N1CCC(CC1)NC(OC(C)(C)C)=O)=O)=O